2-(2-fluoro-6-(prop-1-en-2-yl)phenyl)-1H-pyrrole-1-carboxylic acid tert-butyl ester C(C)(C)(C)OC(=O)N1C(=CC=C1)C1=C(C=CC=C1C(=C)C)F